(3-methyl-1,4-phenylene) ether CC=1C=C2C=CC1O2